2,5-dimethyl-4-(methyl-(3-methylquinoxalin-6-yl)amino)piperidine-1-carboxylic acid tert-butyl ester C(C)(C)(C)OC(=O)N1C(CC(C(C1)C)N(C=1C=C2N=C(C=NC2=CC1)C)C)C